3-(hexadecylsulfinyl)-methoxypropan-1-ol C(CCCCCCCCCCCCCCC)S(=O)CCC(O)OC